(E)-N-(bis(dimethylamino)methyl)-3-(2-hydroxyphenyl)acrylamide CN(C)C(NC(\C=C\C1=C(C=CC=C1)O)=O)N(C)C